4-(3,4-Difluorophenyl)-1-(1-(pyridin-4-yl)-1H-pyrazol-4-yl)piperidin FC=1C=C(C=CC1F)C1CCN(CC1)C=1C=NN(C1)C1=CC=NC=C1